(1-(2-azidoethyl)-1H-imidazol-2-yl)-4-chloro-5-methyl-6-(1-methyl-1H-pyrazol-3-yl)pyrrolo[2,1-f][1,2,4]triazine N(=[N+]=[N-])CCN1C(=NC=C1)C1=NN2C(C(=N1)Cl)=C(C(=C2)C2=NN(C=C2)C)C